4,4-biphenyldiphosphonate C1(=CCC(C=C1)(P([O-])(=O)[O-])P([O-])(=O)[O-])C1=CC=CC=C1